ClC1=NC=C2N(C(N(C2=N1)CC1=CC(=C(C(=C1)F)C=1N(C=C(N1)C(F)(F)F)C)F)=N)C 2-chloro-9-(3,5-difluoro-4-(1-methyl-4-(trifluoromethyl)-1H-imidazol-2-yl)benzyl)-7-methyl-7,9-dihydro-8H-purin-8-imine